NCCNC(=O)NC(CO)(CO)CO (2-aminoethyl)-3-(1,3-dihydroxy-2-(hydroxymethyl)propan-2-yl)urea